O1CCCOC12CCCCC2 1,5-Dioxaspiro{5.5}undecan